(R)-3-[4-(2-amino-6-methyl-pyrimidin-4-yl)-1,4-oxazepan-3-yl]-4-chloro-phenol NC1=NC(=CC(=N1)N1[C@@H](COCCC1)C=1C=C(C=CC1Cl)O)C